C1[C@H](O[C@H](S1)CO)N2C=C(C(=NC2=O)N)F The molecule is an organofluorine compound that is 5-fluorocytosine substituted at the 1 position by a 2-(hydroxymethyl)-1,3-oxathiolan-5-yl group (2R,5S configuration). It is used in combination therapy for the treatment of HIV-1 infection. It has a role as an antiviral drug and a HIV-1 reverse transcriptase inhibitor. It is a pyrimidone, an organofluorine compound, a monothioacetal and a nucleoside analogue.